7-(1-(But-2-ynoyl)piperidin-4-yl)-2-(4-(3-chlorophenoxy)phenyl)-4,5,6,7-tetrahydropyrazolo[1,5-a]pyrimidine-3-carboxamide C(C#CC)(=O)N1CCC(CC1)C1CCNC=2N1N=C(C2C(=O)N)C2=CC=C(C=C2)OC2=CC(=CC=C2)Cl